p-bromobenzoyl-1,3-dihydro-2H-indol-2-one BrC1=CC=C(C(=O)N2C(CC3=CC=CC=C23)=O)C=C1